C(C1=CC=CC=C1)OCC(C(=O)OC)OC1=CC=C2C(=CC(OC2=C1)=O)C1=C(C=CC=C1)C methyl 3-(benzyloxy)-2-((2-oxo-4-(o-tolyl)-2H-chromen-7-yl)oxy)propanoate